ClC=1C=C(C=CC1F)NC(=O)C1=C(N=CN1C)C1CC2CC(CC2C1)(C=1C(=NN(C1)CC1(CNCC1)O)C(F)(F)F)O N-(3-chloro-4-fluorophenyl)-4-(5-hydroxy-5-(1-((3-hydroxypyrrolidin-3-yl)methyl)-3-(trifluoromethyl)-1H-pyrazol-4-yl)octahydropentalen-2-yl)-1-methyl-1H-imidazole-5-carboxamide